4-benzyloxy-6-(4-tert-butyl-2-methyl-phenyl)-2-methyl-3-[(E)-2-nitrovinyl]pyridine C(C1=CC=CC=C1)OC1=C(C(=NC(=C1)C1=C(C=C(C=C1)C(C)(C)C)C)C)\C=C\[N+](=O)[O-]